C(C1=CC=CC=C1)OC1=C(C=C(CC2=C(C=C(OCC(=O)NO)C=C2C)C)C=C1)C(C)C (4-(4-(benzyloxy)-3-isopropylbenzyl)-3,5-dimethylphenoxy)-N-hydroxyacetamide